C1(CC1)N(CCC1=CNC2=CC=CC(=C12)OC1OC(C(C(C1O)O)O)CO)C 2-((3-(2-(cyclopropyl-(methyl)amino)ethyl)-1H-indol-4-yl)oxy)-6-(hydroxy-methyl)tetrahydro-2H-pyran-3,4,5-triol